FC(C(=O)O)(F)F.FC(C(=O)O)(F)F.NN1C(=NC=C1)N1CC(C1)(C(=O)N)C1=NC(=NC2=C(C(=C(C=C12)Cl)C1=CC(=CC2=CC=CC=C12)O)F)N1CC(C1)N(C)C (R or S)-1-Aminoimidazolyl-3-(6-chloro-2-(3-(dimethylamino)azetidin-1-yl)-8-fluoro-7-(3-Hydroxynaphthalen-1-yl)quinazolin-4-yl)azetidine-3-carboxamide bis-trifluoroacetate